(3-ethyloxetane-3-yl)methanol C(C)C1(COC1)CO